NS(=O)(=O)NC1CCC2(CN(C2)C(=O)OC(C)(C)C)CC1 tert-Butyl 7-((aminosulfonyl)amino)-2-azaspiro[3.5]nonane-2-carboxylate